4-Fluoro-6-(7-fluoro-2-methyl-2H-indazol-5-yl)-2-(piperidin-4-yl)-1,3-benzothiazol FC1=CC(=CC2=C1N=C(S2)C2CCNCC2)C2=CC1=CN(N=C1C(=C2)F)C